(R)-2-((2-((1r,4R)-4-(benzyloxy)cyclohexyl)-ethyl)amino)-1-(3-fluorophenyl)ethan-1-ol C(C1=CC=CC=C1)OC1CCC(CC1)CCNC[C@H](O)C1=CC(=CC=C1)F